FC1(OC2=C(O1)C=CC(=C2)[C@H](C)OC2=NC=CC(=C2)N2N=C(C=1CCC[C@H](C21)SC2=CC=C(C(=O)O)C=C2)C(F)(F)F)F 4-[[(7R)-1-[2-[(1S)-1-(2,2-difluoro-1,3-benzodioxol-5-yl)ethoxy]-4-pyridinyl]-3-(trifluoromethyl)-4,5,6,7-tetrahydroindazol-7-yl]sulfanyl]benzoic acid